C[C@@H]1N=C(OC1)C1=CC=C(C=N1)C=1CCNCC1 (S)-4-methyl-2-(1',2',3',6'-tetrahydro-[3,4'-bipyridin]-6-yl)-4,5-dihydro-oxazole